(2R,3R,4R,5S,6R)-5-acetamido-2-(acetoxymethyl)-6-(2-oxoethyl)tetrahydro-2H-pyran-3,4-diyl diacetate C(C)(=O)O[C@H]1[C@H](O[C@@H]([C@@H]([C@H]1OC(C)=O)NC(C)=O)CC=O)COC(C)=O